(E)-3-(5-(4-amino-3-(dimethylcarbamoyl)phenyl)-4-chloro-1H-pyrrolo[2,3-b]pyridin-3-yl)acrylic acid NC1=C(C=C(C=C1)C=1C(=C2C(=NC1)NC=C2/C=C/C(=O)O)Cl)C(N(C)C)=O